isopropyl 1-(hydroxymethyl)-3,3-dimethoxycyclobutane-1-carboxylate OCC1(CC(C1)(OC)OC)C(=O)OC(C)C